bis(phenylthio)diphenylmethane C1(=CC=CC=C1)SC(C1=CC=CC=C1)(C1=CC=CC=C1)SC1=CC=CC=C1